ClC1=C(N=C(C=2C(N3[C@@H](COC21)CN(CC3)C(=O)OC(C)(C)C)=O)OOC3=C(C=CC=C3)C(C)C)C3=C(C=CC=C3O)F tert-butyl (6aR)-4-chloro-1-((2-isopropylphenoxy)oxy)-3-(2-fluoro-6-hydroxyphenyl)-12-oxo-6a,7,9,10-tetrahydro-12H-pyrazino[2,1-c]pyrido[3,4-f][1,4]oxazepine-8(6H)-carboxylate